C1(=C(C=CC=C1)N1CN(CC1)C1=C(C=CC=C1)C)C 1,3-bis(o-tolyl)-4,5-dihydroimidazole